(3-(ethoxy)phenyl)boronic acid C(C)OC=1C=C(C=CC1)B(O)O